S1OCC2N1CCC2 tetrahydro-3H-pyrrolo[1,2-c][1,2,3]oxathiazole